(3R)-1-{2,7-dichloro-8-fluoropyrido[4,3-d]pyrimidin-4-yl}-3-methylpiperidin-3-ol ClC=1N=C(C2=C(N1)C(=C(N=C2)Cl)F)N2C[C@@](CCC2)(O)C